1-(methacryloyloxy)pyrrolidine-2,5-dione C(C(=C)C)(=O)ON1C(CCC1=O)=O